1-(Chinolin-2-yl)ethan-1-on N1=C(C=CC2=CC=CC=C12)C(C)=O